dibutyltin bis(benzyl maleate) C(C1=CC=CC=C1)/C(/C(=O)[O-])=C/C(=O)[O-].C(C1=CC=CC=C1)/C(/C(=O)[O-])=C/C(=O)[O-].C(CCC)[Sn+4]CCCC